BrC1=CC=C2[C@]3(CC=4C(=NOC4C2=C1)NS(=O)(=O)C1=C(C=C(C=C1OC)C(=O)N1CCN(CC1)CC)OC)[C@H](C3)C N-((1R,2S)-8'-bromo-2-methyl-4'H-spiro[cyclopropane-1,5'-naphtho[2,1-d]isoxazol]-3'-yl)-4-(4-ethylpiperazine-1-carbonyl)-2,6-dimethoxybenzenesulfonamide